1-methyl-3-(piperidin-4-yl)-1H-indole hydrochloride Cl.CN1C=C(C2=CC=CC=C12)C1CCNCC1